C1(CCCC1)C=1C=C(SC1)C1(CC1)C=1NC(C2=C(N1)CCNC2)=O 2-(1-(4-cyclopentylthiophen-2-yl)cyclopropyl)-5,6,7,8-tetrahydropyrido[4,3-d]pyrimidin-4(3H)-one